NC=1C=C(C(=NC1)Cl)N(C(OC(C)(C)C)=O)C tert-butyl (5-amino-2-chloropyridin-3-yl)(methyl)carbamate